1-methyl-3-({[(3S)-1-(pyridin-3-yl)piperidin-3-yl][(pyridin-4-yl)methyl]amino}methyl)-1,4-dihydroquinolin-4-one CN1C=C(C(C2=CC=CC=C12)=O)CN(CC1=CC=NC=C1)[C@@H]1CN(CCC1)C=1C=NC=CC1